COC(=O)C1=NN(C2=C1N(C=1C2=NC=C(C1)Br)[C@@H](C1CCOCC1)C1=CC=CC=C1)C (S)-6-bromo-1-methyl-4-(phenyl-(tetrahydro-2H-pyran-4-yl)methyl)-1,4-dihydropyrazolo[3',4':4,5]pyrrolo[3,2-b]pyridine-3-carboxylic acid methyl ester